[ClH+]CC1=CC=C(C=C1)C[ClH+] 1,4-Bis(chloroniomethyl)benzen